3a-Benzyl-2-tert-butyl-3-oxo-4H,6H,7H-pyrazolo[4,3-c]pyridine-5-carboxylic acid tert-butyl ester C(C)(C)(C)OC(=O)N1CC2(C(CC1)=NN(C2=O)C(C)(C)C)CC2=CC=CC=C2